ClC1=CC=C(C=C1)S(=O)(=O)CCC(=O)NC=1OC(=NN1)C1=CC=NO1 3-(4-Chlorophenyl)sulfonyl-N-(5-isoxazol-5-yl-1,3,4-oxadiazol-2-yl)propanamid